2-(4-(bromomethyl)phenyl)-5-(trifluoromethyl)-1,3,4-oxadiazole BrCC1=CC=C(C=C1)C=1OC(=NN1)C(F)(F)F